COC([C@@H](N(C(=O)N1C[C@H](NCC1)C)C)C(C)C)=O N-methyl-N-((R)-3-methylpiperazine-1-carbonyl)-L-valine methyl ester